3-[4-[1-[4-(2,3-dihydroxypropoxy)phenyl]-1-methylethyl]phenoxy]propane-1,2-diol OC(COC1=CC=C(C=C1)C(C)(C)C1=CC=C(OCC(CO)O)C=C1)CO